2-((6-methoxypyridin-3-yl)methyl)-6-(5-methylpyridin-2-ylthio)phthalazin-1(2H)-one COC1=CC=C(C=N1)CN1C(C2=CC=C(C=C2C=N1)SC1=NC=C(C=C1)C)=O